3-[5-(1-methylazetidin-3-yl)-2-oxo-benzo[cd]indol-1-yl]piperidine-2,6-dione CN1CC(C1)C=1C=CC=2C(N(C3=CC=CC1C23)C2C(NC(CC2)=O)=O)=O